(3S,4S,5R)-1-(((S)-1-(4-(trifluoromethyl)pyridin-3-yl)pyrrolidin-3-yl)methyl)piperidine-3,4,5-triol FC(C1=C(C=NC=C1)N1C[C@@H](CC1)CN1C[C@@H](C([C@@H](C1)O)O)O)(F)F